6-(6-bromopyridin-3-yl)-2,2-difluoro-7-azaspiro[3.5]nonane-7-carboxylic acid tert-butyl ester C(C)(C)(C)OC(=O)N1C(CC2(CC(C2)(F)F)CC1)C=1C=NC(=CC1)Br